C(C1=CC=CC=C1)OC=1C(=NC(=CN1)Cl)NC(=S)N[C@H]1CN(CCC1)C(=O)OCC1=CC=CC=C1 Benzyl (3R)-3-[(3-benzyloxy-6-chloro-pyrazin-2-yl)carbamothioylamino]piperidine-1-carboxylate